BrC=1C=C(C=CC1)C1(COC1)CC1=NN=CN1 ((3-(3-bromophenyl)oxetan-3-yl)methyl)-4H-1,2,4-triazole